2-(6-(((R)-1-(3-(difluoromethyl)-2-fluorophenyl)ethyl)amino)-5-(1,3-dioxolan-2-yl)-2-methoxypyrimidin-4-yl)-N-(1-methyl-1H-pyrazol-4-yl)propanamide FC(C=1C(=C(C=CC1)[C@@H](C)NC1=C(C(=NC(=N1)OC)C(C(=O)NC=1C=NN(C1)C)C)C1OCCO1)F)F